CN(CCN1CCC2=CC=C(C=C12)NS(=O)(=O)C1=CC=C(C2=CC=CC=C12)NC(C1=C(C=CC=C1)C)=O)C N-(4-(N-(1-(2-(dimethylamino)ethyl)indolin-6-yl)sulfamoyl)naphthalen-1-yl)-2-methylbenzamide